methyl 2-hydroxy-4-(trifluoromethyl)imidazo[1,2-a][1,8]naphthyridine-8-carboxylate OC=1C=C(C=2C=CC=3N(C2N1)C=C(N3)C(=O)OC)C(F)(F)F